3-ethylsulfonyl-5-(trifluoromethyl)picolinic acid C(C)S(=O)(=O)C=1C(=NC=C(C1)C(F)(F)F)C(=O)O